2-[bis(3-chloro-4-fluorophenyl)methyl]-5-ethenyl-4-methanesulfonyl-1-{[2-(trimethylsilyl)ethoxy]methyl}-1H-imidazole ClC=1C=C(C=CC1F)C(C=1N(C(=C(N1)S(=O)(=O)C)C=C)COCC[Si](C)(C)C)C1=CC(=C(C=C1)F)Cl